6-oxo-dibenzo-[c,e]-[1,2]oxaphosphorin-6-yl-methyl-succinic acid bis(2-hydroxyethyl) ester OCCOC(C(CC(=O)OCCO)(C)P1(OC2=C(C3=C1C=CC=C3)C=CC=C2)=O)=O